C1(CCC1)N1C(C(=CC=C1)C(=O)NC1=CC=2N(C=C1OC)N=C(C2)CCC(C)(C)O)=O 1-cyclobutyl-N-[2-(3-hydroxy-3-methylbutyl)-6-methoxypyrazolo[1,5-a]pyridin-5-yl]-2-oxo-pyridine-3-carboxamide